2-Methylcyclopent-1-enecarbaldehyde CC1=C(CCC1)C=O